CC(CN=C=O)(CC(CCN=C=O)(C)C)C 2,2,4,4-tetramethylhexamethylene diisocyanate